C(C1=CC=CC=C1)OCC1CCC(CC1)C(=O)NC=1C(=CC(=C(C(=O)OC)C1)Br)F Methyl 5-((1r,4r)-4-((benzyloxy)methyl)cyclohexanecarboxamido)-2-bromo-4-fluorobenzoate